(S)-5-chloro-1'-(2-{4-[methyl(methylimino)oxo-λ6-sulfanyl]phenoxy}ethyl)-1,2-dihydrospiro[indole-3,4'-piperidin]-2-one ClC=1C=C2C(=CC1)NC(C21CCN(CC1)CCOC1=CC=C(C=C1)[S@](=O)(=NC)C)=O